ClC=1C(=NC=C(C1)Cl)OC[C@H](C)NC1=NC(=NC(=C1Cl)CC)C (S)-N-(1-((3,5-dichloropyridin-2-yl)oxy)propan-2-yl)-5-chloro-2-methyl-6-ethylpyrimidin-4-amine